CC1=C(C(=NO1)C)C(C1=CC=CC=C1)NC(=O)C1(CC1)C=1C=C2C(=CNC2=CC1)CCOP(O)(O)=O {2-[5-(1-{[(dimethyl-1,2-oxazol-4-yl)(phenyl)methyl]carbamoyl}cyclopropyl)-1H-indol-3-yl]ethoxy}phosphonic acid